FC1=C2CCNC2=CC=C1C1=NN(C2=NC=NC(=C21)N)C2CCOCC2 3-(4-fluoroindolin-5-yl)-1-(tetrahydro-2H-pyran-4-yl)-1H-pyrazolo[3,4-d]pyrimidin-4-amine